Imidazo[4,5-g]quinolin-2-one N=1C(N=C2C1C=C1C=CC=NC1=C2)=O